ClC1=C(C(=CC=C1Cl)F)C1(CN(C1)C(=O)OC(C)(C)C)NC1=CC=C2C=CN(C(C2=C1)=O)C(C)C tert-butyl 3-(2,3-dichloro-6-fluorophenyl)-3-((2-isopropyl-1-oxo-1,2-dihydroisoquinolin-7-yl)amino)azetidine-1-carboxylate